Methyl Trifluoropropionate COC(=O)CC(F)(F)F